C(CCC)OC(=O)N1CCC(CC1)C(CC1=CC(=NO1)C)=O.FN(C1=CC=CC=C1)Cl fluorochloroaniline Butyl-4-(2-(3-methylisoxazol-5-yl)acetyl)piperidine-1-carboxylate